(E)-N-(3-(2-(2,3-Dihydrobenzo[b][1,4]dioxin-6-yl)vinyl)-1-methyl-1H-pyrrolo[2,3-b]pyridin-5-yl)acrylamide O1C2=C(OCC1)C=C(C=C2)/C=C/C2=CN(C1=NC=C(C=C12)NC(C=C)=O)C